4-(3-Bromoanilino)-2'-(5-methylthiophene-2-yl)-2',3'-dihydrospiro[cyclohexane-1,1'-indene]-4-carboxylic acid BrC=1C=C(NC2(CCC3(C(CC4=CC=CC=C34)C=3SC(=CC3)C)CC2)C(=O)O)C=CC1